tetrahydropyran-4-sulfonyl chloride O1CCC(CC1)S(=O)(=O)Cl